6-(3-cyanopyrrolo[1,2-b]pyridazin-7-yl)-N-(4-formylcyclohexyl)-4-(isopropylamino)pyridine-3-carboxamide C(#N)C1=CC=2N(N=C1)C(=CC2)C2=CC(=C(C=N2)C(=O)NC2CCC(CC2)C=O)NC(C)C